CC=1C=[N+](C=C(C1[N+](=O)[O-])C)[O-] 3,5-dimethyl-4-nitropyridine-N-oxide